3-(6-(4-hydroxypiperidin-4-yl)-1-oxoisoindolin-2-yl)piperidine-2,6-dione OC1(CCNCC1)C1=CC=C2CN(C(C2=C1)=O)C1C(NC(CC1)=O)=O